C1(CCCC1)N(C(=O)OCC1=C(C=NN1C)C1=CC=C(O[C@@H]2C[C@H](CCC2)C(=O)OC(C)C)C=C1)C |r| (+/-)-isopropyl (1S,3S)-3-(4-(5-(((cyclopentyl(methyl)carbamoyl)oxy)methyl)-1-methyl-1H-pyrazol-4-yl)phenoxy)cyclohexane-1-carboxylate